N,N-dinaphthylbenzidine C1(=CC=CC2=CC=CC=C12)N(C1=CC=C(C=C1)C1=CC=C(N)C=C1)C1=CC=CC2=CC=CC=C12